FC(C)(F)C=1SC(=CN1)C(=O)N1[C@H](C2=C(CC1)NC=N2)C2=NN1C(C=CC=C1)=C2 (R)-(2-(1,1-difluoroethyl)thiazol-5-yl)(4-(pyrazolo[1,5-a]pyridin-2-yl)-6,7-dihydro-1H-imidazo[4,5-c]pyridin-5(4H)-yl)methanone